3-(dimethylamino)-N-[(1s,4s)-4-{[2-(trifluoromethyl)imidazo[1,2-a]pyridin-5-yl]amino}cyclohexyl]benzamide CN(C=1C=C(C(=O)NC2CCC(CC2)NC2=CC=CC=3N2C=C(N3)C(F)(F)F)C=CC1)C